((2R,6R)-4-(1H-benzo[d]imidazole-6-carbonyl)-2,6-dimethylpiperazin-1-yl)(2-fluoro-4-methoxyphenyl)methanone N1C=NC2=C1C=C(C=C2)C(=O)N2C[C@H](N([C@@H](C2)C)C(=O)C2=C(C=C(C=C2)OC)F)C